C1(CCC1)S(=O)(=O)C1=CC=C(N)C=C1 4-(cyclobutylsulfonyl)aniline